[O-]C#N.[Na+] sodium cyanate salt